CC(CCC(C)C)NC1=CC=C(C=C1)NC1=CC=CC=C1 N-(1,4-Dimethylpentyl)-N'-Phenyl-1,4-Phenylenediamine